perfluoro(2,3-dimethyl-1,4-dioxine) FC=1OC(=C(OC1F)C(F)(F)F)C(F)(F)F